N[C@@H](CC1=CC=C(C=C1)O)C(=O)O TyrosinE